methyl 3-((tert-butoxycarbonyl) amino)-1-methyl-1H-indole-2-carboxylate C(C)(C)(C)OC(=O)NC1=C(N(C2=CC=CC=C12)C)C(=O)OC